2-[(6-aminopyridin-3-yl)methyl]-3-methyl-1,4-dihydronaphthalene-1,4-dione NC1=CC=C(C=N1)CC=1C(C2=CC=CC=C2C(C1C)=O)=O